2H,3H,6H-furo[2,3-e]indole-7-carboxylic acid O1CCC=2C1=C1C=C(NC1=CC2)C(=O)O